methyl 2-[[[2-(1-cyclopropylpyrazol-4-yl)-5-ethylsulfonyl-1-methyl-imidazol-4-yl]amino]methyl]-5-(trifluoromethoxy)benzoate C1(CC1)N1N=CC(=C1)C=1N(C(=C(N1)NCC1=C(C(=O)OC)C=C(C=C1)OC(F)(F)F)S(=O)(=O)CC)C